BrC1=C(C=C(C=2NC=3CC(CCC3C12)C(C)(C)O)C(=O)N)F 4-bromo-3-fluoro-7-(1-hydroxy-1-methyl-ethyl)-6,7,8,9-tetrahydro-5H-carbazole-1-carboxamide